1,3-dimethylpentene CC=CC(CC)C